COC(=O)C1C(N(C(C1)C1=CC=C(C=C1)OC)C)=O 5-(4-methoxyphenyl)-1-methyl-2-oxopyrrolidine-3-carboxylic acid methyl ester